1-butyl-1-(5-hydroxypentyl)piperidin-1-ium C(CCC)[N+]1(CCCCC1)CCCCCO